C(CCCCCCCC)C1=CC=C(OCC(=O)O)C=C1 (4-Nonylphenoxy)acetic acid